(8-fluoro-1-oxo-1,2-dihydroisoquinolin-6-yl)boronic acid FC=1C=C(C=C2C=CNC(C12)=O)B(O)O